2-fluoro-4-(isocyanatomethyl)-1-(2,2,2-trifluoroethoxy)benzene FC1=C(C=CC(=C1)CN=C=O)OCC(F)(F)F